4-(2-{[(2S,7aS)-2-fluoro-hexahydro-1H-pyrrolizin-7a-yl]methoxy}-6-chloro-4-{3,8-diazabicyclo[3.2.1]octan-3-yl}-8-fluoroquinazolin-7-yl)naphthalen-2-ol F[C@H]1C[C@@]2(CCCN2C1)COC1=NC2=C(C(=C(C=C2C(=N1)N1CC2CCC(C1)N2)Cl)C2=CC(=CC1=CC=CC=C21)O)F